5-benzyl-2-(4-fluorophenyl)-4,5,6,7-tetrahydropyrazolo[1,5-a]pyrazine C(C1=CC=CC=C1)N1CC=2N(CC1)N=C(C2)C2=CC=C(C=C2)F